C(C)(C)(C)OC(C(CC1=CC=C(C=C1)Br)N1C(C=C(C(=C1)OC)C1=C(C=CC(=C1)Cl)C(C)=O)=O)=O 2-(4-(2-acetyl-5-chlorophenyl)-5-methoxy-2-oxopyridin-1(2H)-yl)-3-(4-bromophenyl)propionic acid tert-butyl ester